(cyclopropylmethyl)-1-((1-methoxyisoquinolin-4-yl)methyl)urea C1(CC1)CN(C(=O)N)CC1=CN=C(C2=CC=CC=C12)OC